methyl 4-[4-benzyloxy-1-(3,4-difluorophenyl)-2-tetrahydropyran-4-yl-indol-3-yl]-3-fluoro-benzoate C(C1=CC=CC=C1)OC1=C2C(=C(N(C2=CC=C1)C1=CC(=C(C=C1)F)F)C1CCOCC1)C1=C(C=C(C(=O)OC)C=C1)F